2,4,6-tris(2-hydroxy-3-methyl-4-propoxyphenyl)-1,3,5-triazine OC1=C(C=CC(=C1C)OCCC)C1=NC(=NC(=N1)C1=C(C(=C(C=C1)OCCC)C)O)C1=C(C(=C(C=C1)OCCC)C)O